5-(4-nitrophenyl)-1H-pyrazole-3-carboxylic acid [N+](=O)([O-])C1=CC=C(C=C1)C1=CC(=NN1)C(=O)O